6-benzyl-2,6-diazaspiro[3.4]Octane-2,8-dicarboxylic acid 2-(t-butyl) 8-ethyl ester C(C)OC(=O)C1CN(CC12CN(C2)C(=O)OC(C)(C)C)CC2=CC=CC=C2